C(C1=CC=CC=C1)N1C(N(C=C1)CCCC)CCCC 1-benzyl-2,3-dibutylimidazole